C(CCC)NC=1C2=C(N=C(N1)N)C(=NN2CC2=C(C=C(C=C2)CCl)OC)C N7-butyl-1-(4-(chloromethyl)-2-methoxybenzyl)-3-methyl-1H-pyrazolo[4,3-d]pyrimidine-5,7-diamine